2-(((S)-1-(1H-tetrazol-1-yl)propan-2-yl)oxy)-4-(2-((3-(3-(2-methoxyethoxy)propoxy)-1-((1r,4r)-4-morpholinocyclohexyl)-1H-pyrazol-4-yl)amino)pyrimidin-5-yl)benzonitrile N1(N=NN=C1)C[C@H](C)OC1=C(C#N)C=CC(=C1)C=1C=NC(=NC1)NC=1C(=NN(C1)C1CCC(CC1)N1CCOCC1)OCCCOCCOC